CC=1C=C(C=C(C1N1CCN(CC1)C)C)C=1C=C2C(=NC1)N(N=C2C2=CC=C(C(=O)N(C)C)C=C2)COCC[Si](C)(C)C 4-(5-(3,5-dimethyl-4-(4-methylpiperazin-1-yl)phenyl)-1-((2-(trimethylsilyl)ethoxy)methyl)-1H-pyrazolo[3,4-b]Pyridin-3-yl)-N,N-dimethylbenzamide